1-(6-(((1S,3S)-3-((5-(Difluoromethoxy)pyrazin-2-yl)amino)cyclopentyl)amino)pyridin-3-yl)-1,8-naphthyridin-2(1H)-one FC(OC=1N=CC(=NC1)N[C@@H]1C[C@H](CC1)NC1=CC=C(C=N1)N1C(C=CC2=CC=CN=C12)=O)F